C(C=C)(=O)N1[C@H](CN(CC1)C=1C2=C(N=C(N1)OC[C@H]1N(CCC1)[14CH3])CN(CC2)C2=CC=CC1=CC=CC(=C21)C)CC#N 2-((S)-1-acryloyl-4-(2-(((S)-1-(methyl-14C)pyrrolidin-2-yl)methoxy)-7-(8-methylnaphthalen-1-yl)-5,6,7,8-tetrahydropyrido[3,4-d]pyrimidin-4-yl)piperazin-2-yl)acetonitrile